Benzyl (3R)-3-amino-4-[(3-O-[(3R)-3-(decanoyloxy)tetradecanoyl]-2-deoxy-2-{[(2,2,2-trichloroethoxy)carbonyl]amino}-β-D-glucopyranosyl)oxy]butanoate N[C@H](CC(=O)OCC1=CC=CC=C1)CO[C@H]1[C@@H]([C@@H](OC(C[C@@H](CCCCCCCCCCC)OC(CCCCCCCCC)=O)=O)[C@H](O)[C@H](O1)CO)NC(=O)OCC(Cl)(Cl)Cl